3-bromo-5-(5-piperazin-1-yl-1,3,4-oxadiazol-2-yl)pyridin-2-amine BrC=1C(=NC=C(C1)C=1OC(=NN1)N1CCNCC1)N